tert-butyl (2S)-2-[2-(4-{3-[(3-chloro-2-methoxyphenyl) amino]-4-oxo-1H,5H,6H,7H-pyrrolo[3,2-c]pyridin-2-yl} pyridin-3-yl) ethynyl]-2-methylpyrrolidine-1-carboxylate ClC=1C(=C(C=CC1)NC1=C(NC2=C1C(NCC2)=O)C2=C(C=NC=C2)C#C[C@]2(N(CCC2)C(=O)OC(C)(C)C)C)OC